C1(CCCC1)C1=CN=CC(=N1)NC=1C(=NOC1C1=CC=C(C(=N1)C)OC[C@@H]1[C@H](CCCC1)C(=O)O)C (1S,2S)-2-(((6-(4-((6-cyclopentylpyrazin-2-yl)amino)-3-methylisoxazol-5-yl)-2-methylpyridin-3-yl)oxy)methyl)cyclohexane-1-carboxylic acid